2-(3,4-dichlorophenyl)-4,6-dihydropyrrolo[3,4-d]imidazole-5(1H)-carboxamide ClC=1C=C(C=CC1Cl)C1=NC2=C(N1)CN(C2)C(=O)N